NC=1C=CC(=NC1)[C@@H](C(F)(F)F)N(C(=O)[C@@H]1CNC(CC1)=O)C (S)-N-((S)-1-(5-Aminopyridin-2-yl)-2,2,2-trifluoroethyl)-N-methyl-6-oxopiperidine-3-carboxamide